OC(C(=O)O)C1=CC(=CC=C1)OC1=CC(=CC=C1)C(F)(F)F 2-hydroxy-2-(3-(3-(trifluoromethyl)phenoxy)phenyl)acetic acid